p-nitrocyclotriphosphazene Cyclopenta[a]phenanthren-3-ylsulfate C1=CC(=CC2=CC=C3C=4CC=CC4C=CC3=C12)OS(=O)(=O)O.[N+](=O)([O-])P1NP=NPN1